NC1=CC(=C(C=C1)C(COC([C@H](COCC=C)NC(=O)OC(C)(C)C)=O)=O)Br (S)-3-allyloxy-2-tert-butoxycarbonylamino-propionic acid 2-(4-amino-2-bromo-phenyl)-2-oxo-ethyl ester